Trans-(1S,2R)-2-[(4R)-4-[2-[2-fluoro-5-[(4,6,7-trifluoro-1H-indol-5-yl)oxy]phenyl]-1H-imidazol-4-yl]-4-methyl-chroman-8-yl]cyclopropanecarboxylic acid FC1=C(C=C(C=C1)OC=1C(=C2C=CNC2=C(C1F)F)F)C=1NC=C(N1)[C@@]1(CCOC2=C(C=CC=C12)[C@H]1[C@H](C1)C(=O)O)C